Ruthenium(IV) Sulfate S(=O)(=O)([O-])[O-].[Ru+4].S(=O)(=O)([O-])[O-]